C1(CCCCC1)P(C1=C(C=CC=C1)C1=C(C=C(C=C1C(C)C)C(C)C)C(C)C)C1CCCCC1 dicyclohexyl[2',4',6'-tri(propan-2-yl)[1,1'-biphenyl]-2-yl]phosphane